C(#N)C=1C=NN2C1C(=CC(=C2)C=2C=NN(C2)C)C=2C=CC(=NC2)N2CCS(CC2)=N 4-(5-(3-cyano-6-(1-methyl-1H-pyrazol-4-yl)pyrazolo[1,5-a]pyridin-4-yl)pyridin-2-yl)-1-thiomorpholine-1-imine